C1(=CC=CC=C1)P(C(C1=C(C=C(C=C1C)C)C)=O)(C(C1=C(C=C(C=C1C)C)C)=O)=O Phenyl-bis(2,4,6-trimethyl-benzoyl)-phosphine oxid